FC(S(=O)(=O)OC1=CC(=CC=2N=CSC21)C=2C=NN(C2)C(F)F)(F)F 5-(1-(difluoromethyl)-1H-pyrazol-4-yl)benzo[d]thiazol-7-yl trifluoromethanesulfonate